N1(CCCC1)CC1=CC2=C(N=C(N=C2NC=2N=CN(C2)C2=CC(=C(C(=C2)OC)OC)OC)N2[C@@H](CCC2)C(=O)N)S1 (S)-1-(6-(pyrrolidin-1-ylmethyl)-4-((1-(3,4,5-trimethoxyphenyl)-1H-imidazol-4-yl)amino)thieno[2,3-d]pyrimidin-2-yl)pyrrolidine-2-carboxamide